COC1=C(CN(C(CC[C@@H](C(C(=O)NC(C)C)O)NC([C@H](CC(C)C)NC(CCCCCCCC)=O)=O)=O)C)C=CC(=C1)OC (3S)-N6-(2,4-dimethoxybenzyl)-2-hydroxy-N1-isopropyl-N6-methyl-3-((S)-4-methyl-2-nonanamidopentanamido)hexanediamide